(3S)-3-(5-{[(3S,4S)-4-(methoxymethyl)-1-{[3-(morpholin-4-yl)quinolin-7-yl]methyl}pyrrolidin-3-yl]oxy}-1-oxo-2,3-dihydro-1H-isoindol-2-yl)piperidine-2,6-dione COC[C@H]1[C@@H](CN(C1)CC1=CC=C2C=C(C=NC2=C1)N1CCOCC1)OC=1C=C2CN(C(C2=CC1)=O)[C@@H]1C(NC(CC1)=O)=O